FC1=C(OC2=CC(=NC=C2)C(=O)N)C=CC=C1 4-(2-fluorophenoxy)pyridinecarboxamide